4-(2-(2-chloro-5-fluorophenyl)pyrrolidin-1-yl)-N-((R,E)-4-(methylsulfonyl)but-3-en-2-yl)benzamide ClC1=C(C=C(C=C1)F)C1N(CCC1)C1=CC=C(C(=O)N[C@H](C)\C=C\S(=O)(=O)C)C=C1